3-(3-(4-methylphenyl)-4-thiazolinonyl)-N-(4-(thiophen-2-yl)butyl)benzamide CC1=CC=C(C=C1)N1C(SC=C1C=1C=C(C(=O)NCCCCC=2SC=CC2)C=CC1)=O